N[C@H](C(=O)N[C@H]1CC=2N(C3=C(C1)C=C(C=C3)Cl)C(=NN2)[C@@H]2CC[C@H](CC2)OC2=NC=CC=C2)C2=CC=CC=C2 (2S)-2-Amino-N-{(5R)-8-chloro-1-[trans-4-(pyridin-2-yloxy)cyclohexyl]-5,6-dihydro-4H-[1,2,4]triazolo[4,3-a][1]benzazepin-5-yl}-2-phenylacetamid